[(2R,3S,4R,5R)-5-[2-cyano-4-(ethylamino)-pyrrolo[2,3-d]-pyrimidin-7-yl]-3,4-dihydroxy-tetrahydro-furan-2-yl]methoxy-methylphosphonic acid C(#N)C=1N=C(C2=C(N1)N(C=C2)[C@H]2[C@@H]([C@@H]([C@H](O2)COCP(O)(O)=O)O)O)NCC